8-chloro-5-[[(3R,4R)-1-(4-chloro-2,6-difluorophenyl)-3,4-dihydroxypiperidin-4-yl]methoxy]-1H-quinolin-2-thione ClC=1C=CC(=C2C=CC(NC12)=S)OC[C@]1([C@@H](CN(CC1)C1=C(C=C(C=C1F)Cl)F)O)O